FC([C@@H]1C[C@@H](CNC1)NC(OC(C)(C)C)=O)(F)F tert-butyl [(3S,5R)-5-(trifluoromethyl)piperidin-3-yl]carbamate